2-(6-(2-ethyl-5-fluoro-4-hydroxyphenyl)-1H-indazol-3-yl)-N-methyl-4,6-dihydropyrrolo[3,4-d]imidazole-5(1H)-carboxamide C(C)C1=C(C=C(C(=C1)O)F)C1=CC=C2C(=NNC2=C1)C1=NC2=C(N1)CN(C2)C(=O)NC